(Z)-2-(4-(pyridin-3-yl)but-1-yn-1-yl)thiazole-4-carbaldehyde oxime N1=CC(=CC=C1)CCC#CC=1SC=C(N1)\C=N/O